2,3-dihydroxypropionate OC(C(=O)[O-])CO